ClC1=C(C(=C(C=C1Cl)Cl)Cl)S(=O)(=O)Cl 2,3,5,6-tetrachlorobenzene-1-sulfonyl chloride